(R)-3-(3-chloro-4,5-difluorophenyl)-1-(8-fluoro-6-oxo-1,4,5,6-tetrahydro-2H-pyrano[3,4-c]isoquinolin-1-yl)-1-methylurea ClC=1C=C(C=C(C1F)F)NC(N(C)[C@H]1COCC=2NC(C=3C=C(C=CC3C21)F)=O)=O